6-methoxy-N-(6-methoxypyridin-2-yl)-1H-indazole-5-carboxamide COC1=C(C=C2C=NNC2=C1)C(=O)NC1=NC(=CC=C1)OC